N1(CCC1)C1=NN(C2=CC(=C(C=C12)OC1=C(C=CC=C1C)C)C=1C2=C(C(N(C1)C)=O)NC(=C2)C(=O)NCC)CC(C)(C)O 4-(3-(azetidin-1-yl)-5-(2,6-dimethylphenoxy)-1-(2-hydroxy-2-methylpropyl)-1H-indazol-6-yl)-N-ethyl-6-methyl-7-oxo-6,7-dihydro-1H-pyrrolo[2,3-c]pyridine-2-carboxamide